OC1=C(C(=CC(=C1)C)C(F)(F)F)C1=CC2=C(N=N1)N(C[C@H]2C)[C@H]2[C@@H](COCC2)O (3S,4R)-4-[(5S)-3-[2-hydroxy-4-methyl-6-(trifluoromethyl)phenyl]-5-methyl-5,6-dihydropyrrolo[2,3-c]pyridazin-7-yl]tetrahydropyran-3-ol